C1(CCCCC1)N1N=CC=2C1=NC(=NC2NC(=O)C=2SC(=CC2)[N+](=O)[O-])C2=CC=C(C=C2)F N-(1-cyclohexyl-6-(4-fluorophenyl)-1H-pyrazolo[3,4-d]pyrimidine-4-yl)-5-nitrothiophene-2-carboxamide